O=C1N(C=CC=2C(=CN=CC12)C(=O)N)CC1=CC=C2C=C(NC2=C1)CN1[C@H](C[C@H](CC1)C)C |r| 8-oxo-7-[[2-[[rac-(2S,4S)-2,4-dimethyl-1-piperidyl]methyl]-1H-indol-6-yl]methyl]-2,7-naphthyridine-4-carboxamide